P(O)(O)OC1=C(C=C(C=C1C(C)(C)C)C(C)(C)C)C(C)(C)C 2,4,6-tri-tert-butyl-phenol monophosphite